(1S,3S,4S)-N-[(1R)-1-cyano-2-[(3R)-2-oxopyrrolidin-3-yl]ethyl]-2-[(2R)-3-cyclobutyl-2-[(2,2,2-trifluoroacetyl)amino]propanoyl]-5,5-difluoro-2-azabicyclo[2.2.2]octane-3-carboxamide C(#N)[C@@H](C[C@@H]1C(NCC1)=O)NC(=O)[C@H]1N([C@@H]2CC([C@H]1CC2)(F)F)C([C@@H](CC2CCC2)NC(C(F)(F)F)=O)=O